C(C)(C)N1N=C(C(=C1C)O)C1=CC=C(C=C1)C 1-isopropyl-5-methyl-3-(p-tolyl)-1H-pyrazole-4-ol